N[C@@H]1CN(CC1)C1=C(C=NC(=C1C1=CC(=CC(=C1)F)F)C#N)C(=O)NC12CC(C1)C2 4-[(3S)-3-aminopyrrolidin-1-yl]-N-{bicyclo[1.1.1]pentan-1-yl}-6-cyano-5-(3,5-difluorophenyl)pyridine-3-carboxamide